5-(bromomethyl)-4-methyl-thiazole hydrobromide Br.BrCC1=C(N=CS1)C